N-(6-chloro-1-isoquinolyl)-2-fluoro-4-(1-methyltriazol-4-yl)-N-[(3R)-3-piperidyl]benzamide ClC=1C=C2C=CN=C(C2=CC1)N(C(C1=C(C=C(C=C1)C=1N=NN(C1)C)F)=O)[C@H]1CNCCC1